3-fluoro-5-((3,3,4,4-tetrafluoro-2a-hydroxy-2,2a,3,4-tetrahydrospiro[cyclopenta[cd]indene-1,1'-cyclopropan]-7-yl)oxy)benzonitrile FC=1C=C(C#N)C=C(C1)OC1=CC=C2C=3C(CC4(CC4)C13)(C(C2(F)F)(F)F)O